C(C)(C)(C)C1=CC=C(C=C1)N1N=CC(=C1N)C(=O)OCC ethyl 1-(4-tert-butylphenyl)-5-amino-1H-pyrazole-4-carboxylate